(R)-1-((S)-1-amino-1,3-dihydrospiro[indene-2,4'-piperidin]-1'-yl)-2-(4-fluorophenyl)propan-1-one N[C@@H]1C2=CC=CC=C2CC12CCN(CC2)C([C@H](C)C2=CC=C(C=C2)F)=O